bithiophene ruthenium [Ru].S1C(=CC=C1)C=1SC=CC1